4-(4-(4-(benzo[b]thiophen-5-ylamino)quinolin-6-yl)-3-fluorobenzyl)-1-methylpiperazin-2-one S1C2=C(C=C1)C=C(C=C2)NC2=CC=NC1=CC=C(C=C21)C2=C(C=C(CN1CC(N(CC1)C)=O)C=C2)F